C(C)C1(COC1)COC1=CC=CC=C1 3-ethyl-3-((phenoxy)methyl)oxetane